ClC1=CC=C(C(=O)C2=CC=C(OC(C(=O)OC(C)C)(C)C)C=C2)C=C1 propan-2-yl 2-[4-(4-chlorobenzoyl)phenoxy]-2-methylpropanoate